FC1=C(C(=CC=C1)F)C1=N[C@H](C(NC=2SC=3O[C@H](COCC3C12)C)=O)C (6S,13S)-15-(2,6-difluorophenyl)-6,13-dimethyl-4,7-dioxa-9-thia-11,14-diazatricyclo[8.5.0.02,8]pentadec-1(10),2(8),14-trien-12-one